C(C#C)NC1=CC=2C(C=3N=C(N=CC3C2C=C1)C(F)(F)F)=O 7-(prop-2-yn-1-ylamino)-2-(trifluoromethyl)-9H-indeno[2,1-d]pyrimidin-9-one